ClC1=C(C=CC=C1)[C@@H](C)OC(=O)NC=1C(=NOC1C1CCN(CC1)C1=CC=C(C=C1)OC(=O)C1CC1)C (4-{4-[4-({[(1R)-1-(2-chlorophenyl)ethoxy]carbonyl} amino)-3-methyl-1,2-oxazol-5-yl]piperidin-1-yl}phenyl)cyclopropane-1-carboxylate